(R)-2-amino-5-(2-((4-aminopyrazolo[1,5-a][1,3,5]triazin-8-yl)methyl)-3,4-dichlorophenoxy)-N-cyclopropylvaleramide N[C@@H](C(=O)NC1CC1)CCCOC1=C(C(=C(C=C1)Cl)Cl)CC=1C=NN2C1N=CN=C2N